C(#N)C1=NN(C=C1C=1C(=C(C=CC1)NC1=C(N=NC(=C1)NC(=O)C1CC1)C(=O)N)OC)C[C@@H]1OCCCC1 (R)-4-((3-(3-cyano-1-((tetrahydro-2H-pyran-2-yl)methyl)-1H-pyrazol-4-yl)-2-methoxyphenyl)amino)-6-(cyclopropanecarboxamido)pyridazine-3-carboxamide